O1CCN(CC1)C1=NC(=C2N=CN(C2=N1)CC(=O)C1=NC=CC=C1)N/N=C/C=1C=NC=CC1 (E)-2-(2-morpholino-6-(2-(pyridin-3-ylmethylene)hydrazinyl)-9H-purin-9-yl)-1-(pyridin-2-yl)ethan-1-one